2-[3-(ethanesulfonyl)pyridin-2-yl]-5-[trifluoro(methanesulfonyl)]-1,3-benzoxazole C(C)S(=O)(=O)C=1C(=NC=CC1)C=1OC2=C(N1)C=C(C=C2)S(=O)(=O)C(F)(F)F